COC1=C(C=C(C(=C1)N1CCOCC1)[N+](=O)[O-])NC1=NC=CC(=N1)N1N=C(C(=C1)C=O)C1=CC=NC=C1 1-(2-(2-methoxy-4-morpholino-5-nitrophenylamino)pyrimidin-4-yl)-3-(pyridine-4-yl)-1H-pyrazole-4-carbaldehyde